N-(2-chloro-4-fluoro-3-iodophenyl)-N-((2-(trimethylsilyl)ethoxy)methyl)ethanesulfonamide ClC1=C(C=CC(=C1I)F)N(S(=O)(=O)CC)COCC[Si](C)(C)C